ClC1=CC2=C(C3=CC=CC=C3C(=C2C=C1Cl)C#CC1=CC=CC=C1)C#CC1=CC=CC=C1 2,3-dichloro-9,10-bis(phenylethynyl)anthracene